C(CCC(=O)OC)(=O)OC (E)-Dimethyl succinat